ClC1=C(C#N)C(=CC(=C1)Cl)C(F)F 2,4-dichloro-6-(difluoromethyl)benzonitrile